NC1=NC=C(C=C1C1=CC=C(C=C1)C=1N(C=C(C(C1C(=O)N)=O)C1=CC=C(C=C1)C)CC1CCOCC1)C1=CC(=C(C=C1)OC[C@H]1OCCOC1)OC [4-(2-amino-5-{4-[(2S)-1,4-dioxan-2-ylmethoxy]-3-methoxyphenyl}pyridin-3-yl)phenyl]-5-(4-methylphenyl)-4-oxo-1-(tetrahydro-2H-pyran-4-ylmethyl)-1,4-dihydropyridine-3-carboxamide